BrC=1C=C(C(=NC1)N)C 5-bromo-3-methyl-pyridin-2-amine